1-(4-((3-chloro-1H-pyrrolo[2,3-B]pyridin-4-yl)oxy)-2-fluorophenyl)-3-(3,3-difluoro-1-(4-methylpiperazin-1-yl)-2,3-dihydro-1H-inden-5-yl)urea ClC1=CNC2=NC=CC(=C21)OC2=CC(=C(C=C2)NC(=O)NC=2C=C1C(CC(C1=CC2)N2CCN(CC2)C)(F)F)F